CN([C@@H](C(C)C)C(=O)O)C N,N-Dimethylvalin